COC1=CC2=C(N=CO2)C=C1 6-methoxybenzo[d]oxazol